CC(C)OC1=CC(=NN1)C=1C(=NC(=NC1)N)N (5-propan-2-yloxy-1H-pyrazol-3-yl)pyrimidine-2,4-diamine